2-methyl-2-propene-1-sulfonate CC(CS(=O)(=O)[O-])=C